(3-(difluoromethyl)-2-fluoro-5-nitrophenyl)ethan-1-one FC(C=1C(=C(C=C(C1)[N+](=O)[O-])C(C)=O)F)F